FC1=C(C=C(C=C1)[N+](=O)[O-])NC1=NC(=NC=C1C1=CC=C(C=C1)C(F)(F)F)NC=1C=NN(C1)C N4-(2-fluoro-5-nitrophenyl)-N2-(1-methyl-1H-pyrazol-4-yl)-5-[4-(trifluoromethyl)phenyl]pyrimidine-2,4-diamine